C(C)(C)[C@@H]1N(C(OC1)=O)C(CC)=O (S)-4-isopropyl-3-propionyloxazolidin-2-one